C[Ti](NC1CCCCCCCC1)(C1(C(=C(C(=C1)C)C)C)C)[SiH2]C1=CC=CC=C1 methylphenylsilyl-(tetramethylcyclopentadienyl)(cyclononylamino)titanium